CN1CC=2N(CC1C)N=C(C2)NC2=CC(=CN(C2=O)C)C2=C(C(=NC=C2)N2C(C=1N(C=3CCCCC3C1)CC2)=O)CO 2-[4-[5-[(5,6-dimethyl-6,7-dihydro-4H-pyrazolo[1,5-a]pyrazin-2-yl)amino]-1-methyl-6-oxo-3-pyridyl]-3-(hydroxymethyl)-2-pyridyl]-3,4,6,7,8,9-hexahydropyrazino[1,2-a]indol-1-one